N-(7-chloro-3,4-dihydro-2H-pyrano[2,3-b]pyridin-4-yl)-2-methylpropane-2-sulfinamide ClC1=CC=C2C(=N1)OCCC2NS(=O)C(C)(C)C